4-(5-hydroxy-4-oxo-2-phenyl-4H-chromen-7-yl)-N,N-dimethylbenzamide OC1=C2C(C=C(OC2=CC(=C1)C1=CC=C(C(=O)N(C)C)C=C1)C1=CC=CC=C1)=O